acetone 2-cyano-4,5-dihydrothiazol-5-yl-acetate C(#N)C=1SC(CN1)CC(=O)O.CC(=O)C